[1,1'-biphenyl]-2-ylcyclohexylphosphane C1(=C(C=CC=C1)PC1CCCCC1)C1=CC=CC=C1